2,2'-methylenebis[4-tert-octyl-6-(2H-benzotriazol-2-yl)phenol] C(C1=C(C(=CC(=C1)C(C)(C)CC(C)(C)C)N1N=C2C(=N1)C=CC=C2)O)C2=C(C(=CC(=C2)C(C)(C)CC(C)(C)C)N2N=C1C(=N2)C=CC=C1)O